C1(CCCC1)NC(NC=1C=C(C2=C(N=C(N=C2)NC2=C3CN(CC3=CC=C2)C)N1)C#C[Si](C(C)C)(C(C)C)C(C)C)=O 3-cyclopentyl-1-{2-[(2-methyl-1,3-dihydroisoindol-4-yl)amino]-5-[2-(triisopropylsilyl)ethynyl]pyrido[2,3-d]pyrimidin-7-yl}urea